6,10,14-trimethylpentadeca-4,5,9,13-tetraen-2-one CC(=C=CCC(C)=O)CCC=C(CCC=C(C)C)C